(R)-Fmoc-N-(2-phenylpropyl)alanine C(=O)(OCC1C2=CC=CC=C2C2=CC=CC=C12)N([C@H](C)C(=O)O)CC(C)C1=CC=CC=C1